N,N-diethyltrimethylsilolamine C(C)N([SiH]1C(=C(C(=C1)C)C)C)CC